O1CC(CCC1)=O Oxacyclohexan-3-one